C(C)(C)N1N=C2C=CC=CC2=C1 2-isopropyl-2H-indazol